N=1NC=C2C1C=NC(=C2)NC(OC(C)(C)C)=O tert-butyl (2H-pyrazolo[3,4-c]pyridin-5-yl)carbamate